1-(tert-butyl)-N-((3-(7-(((3S,4R)-3-fluoro-1-methylpiperidin-4-yl)amino)-3-(2,2,2-trifluoro-1-hydroxyethyl)benzo[b]thiophen-2-yl)-1,2,4-oxadiazol-5-yl)methyl)-1H-pyrazole-4-carboxamide C(C)(C)(C)N1N=CC(=C1)C(=O)NCC1=NC(=NO1)C1=C(C2=C(S1)C(=CC=C2)N[C@H]2[C@H](CN(CC2)C)F)C(C(F)(F)F)O